dibenzyl-phosphorous (diisopropylamide) C(C)(C)N(P(O)(O)(CC1=CC=CC=C1)CC1=CC=CC=C1)C(C)C